5-aminobenzotriazole NC1=CC2=C(NN=N2)C=C1